C12CN(CC(CC1)O2)C=2C(=C(CN1CCCC13CCN(CC3)C(=O)OC(C(F)(F)F)C(F)(F)F)C=CC2)Cl 1,1,1,3,3,3-hexafluoropropan-2-yl 1-(3-(8-oxa-3-azabicyclo[3.2.1]octan-3-yl)-2-chlorobenzyl)-1,8-diazaspiro[4.5]decane-8-carboxylate